NC(C(=O)NCC=1SC=C2C1CN(C2=O)C2C(NC(CC2)=O)=O)C2=CC=C(C=C2)O 2-amino-N-((5-(2,6-dioxopiperidin-3-yl)-4-oxo-5,6-dihydro-4H-thieno[3,4-c]pyrrol-1-yl)methyl)-2-(4-hydroxyphenyl)acetamide